ClC=1C=C2C(=C3C4(NC(NC13)=O)CCCCC4)OC(=C2)CN2CC4(COC4)CCC2 5'-chloro-2'-{2-oxa-6-azaspiro[3.5]nonan-6-ylmethyl}-7',8'-dihydro-6'H-spiro[cyclohexane-1,9'-furo[2,3-f]quinazoline]-7'-one